2-((1s,2r)-1-(2-chlorophenyl)-1-(5-methyl-1H-pyrazol-1-yl)propan-2-yl)-5-hydroxy-N-(isoxazol-4-yl)-1-methyl-6-oxo-1,6-dihydropyrimidine-4-carboxamide ClC1=C(C=CC=C1)[C@H]([C@@H](C)C=1N(C(C(=C(N1)C(=O)NC=1C=NOC1)O)=O)C)N1N=CC=C1C